CN(CCNC=C1C(CC(CC1=O)=O)C(=O)N)C (((2-(dimethylamino)ethyl)amino)methylene)-3,5-dioxocyclohexane-1-carboxamide